(9-(2-fluorobenzyl)-3,9-diazaspiro[5.5]undecan-3-yl)(3,3,5-trimethyl-2,3-dihydro-1H-pyrrolo[3,2-b]pyridin-1-yl)methanone FC1=C(CN2CCC3(CCN(CC3)C(=O)N3CC(C4=NC(=CC=C43)C)(C)C)CC2)C=CC=C1